3-[3-(2-diethylamino-acetoxy)-2-phenyl-propionyloxy]-8-isopropyl-8-methyl-8-azoniabicyclo[3.2.1]octane C(C)N(CC(=O)OCC(C(=O)OC1CC2CCC(C1)[N+]2(C)C(C)C)C2=CC=CC=C2)CC